C(CCCCCCCCCCCCCCCCC)C=1C(=C(C(=C(C1O)CCCCCCCCCCCCCCCCCC)C(C)(C)C)C)C(C)(C)C distearyl-(3,5-di-tert-butyl-p-cresol)